FC(C[C@H](C(=O)NC1=NC=CC(=C1)C1=C(C=2C(=NC=C(N2)F)N1)C1=NC=CC=C1)C1=CC=C(C=C1)F)F (2S)-4,4-Difluoro-2-(4-fluorophenyl)-N-{4-[2-fluoro-7-(pyridin-2-yl)-5H-pyrrolo[2,3-b]pyrazin-6-yl]pyridin-2-yl}butanamid